NC1=CC=C2CN(C(C2=C1)=O)[C@@H]1C[C@@H](CCC1)NC1=NC=C(C(=N1)OC)C#N 2-(((1R,3S)-3-(6-amino-1-oxoisoindolin-2-yl)cyclohexyl)amino)-4-methoxypyrimidine-5-carbonitrile